5-((1R,4R)-2-oxo-5-azabicyclo[2.2.1]heptane-5-yl)pyrazolo[1,5-a]pyrimidine-3-carboxylic acid O=C1[C@H]2CN([C@@H](C1)C2)C2=NC=1N(C=C2)N=CC1C(=O)O